N[C@@H](C(=O)O)C(C)(C)S (S)-2-amino-3-mercapto-3-methylbutanoic acid